(R)-3-methyl-N-(2-(1-methylpiperidin-2-yl)-1H-pyrrolo[3,2-c]pyridin-6-yl)-4-oxo-3,4-dihydroquinazoline-6-carboxamide CN1C=NC2=CC=C(C=C2C1=O)C(=O)NC1=CC2=C(C=N1)C=C(N2)[C@@H]2N(CCCC2)C